C(C)C=1C(NC=2N(C1)N=C(C2)CN2CCN(CC2)C=2C=NC1=C(N=CC=C1C2)NC)=O 6-ethyl-2-((4-(8-(methylamino)-1,7-naphthyridin-3-yl)piperazin-1-yl)methyl)pyrazolo[1,5-a]pyrimidin-5(4H)-one